C(#C)C=1C=C(C=C2C(=NNC12)N)C1=C2C(=NC=C1)NC=C2 7-ethynyl-5-(1H-pyrrolo[2,3-b]pyridin-4-yl)-1H-indazol-3-amine